COC1=CC=C2C(CCOC2=C1)C1=CC=C(C=C1)O 4-(7-Methoxy-3,4-dihydro-2H-chromen-4-yl)phenol